N-(5-(5-amino-1H-pyrazol-1-yl)-1,3,4-thiadiazol-2-yl)-4-(bicyclo[1.1.1]pentan-1-ylamino)-3-(2-methoxyethoxy)-2-oxo-2H-pyran-6-carboxamide NC1=CC=NN1C1=NN=C(S1)NC(=O)C1=CC(=C(C(O1)=O)OCCOC)NC12CC(C1)C2